3-[3-[tert-butyl-(diphenyl)silyl]oxycyclobutyl]-2-oxo-propanal C(C)(C)(C)[Si](OC1CC(C1)CC(C=O)=O)(C1=CC=CC=C1)C1=CC=CC=C1